BrC=1SC(=CN1)C(=O)NCC1=NC=C(C=C1F)F 2-bromo-N-[(3,5-difluoropyridin-2-yl)methyl]-1,3-thiazole-5-carboxamide